O=C1N(C=CC(=N1)O)C=1C(NC(NC1)=O)=O 2-Oxo-4-hydroxy-pyrimidin-1-yl-(uracil)